(3S)-3-amino-1,3-dihydro-spiro[indene-2,4'-piperidine] N[C@@H]1C2=CC=CC=C2CC12CCNCC2